C(C)(=O)N1CC2(C1)CC1(N(C(CN(C1=O)C1=NC=C(C=C1F)Cl)=O)CC1=CC=C(C=C1)C(F)F)C2 2-acetyl-10-(5-chloro-3-fluoropyridin-2-yl)-7-(4-(difluoromethyl)benzyl)-2,7,10-triazadispiro-[3.1.56.14]dodecane-8,11-dione